5-(3-chloro-5-fluorobenzyl)-2-(4-(hydroxymethyl)benzyl)-1-methyl-1,2,4,5,6,7-hexahydro-3H-pyrazolo[4,3-c]pyridin-3-one ClC=1C=C(CN2CC3=C(CC2)N(N(C3=O)CC3=CC=C(C=C3)CO)C)C=C(C1)F